(S)-Methyl 2-(3-((5-(((S)-1-(4-(tert-butyl)phenyl)ethyl)carbamoyl)-2,3-dimethyl-1H-indol-1-yl)methyl)-4-chlorophenoxy)propanoate C(C)(C)(C)C1=CC=C(C=C1)[C@H](C)NC(=O)C=1C=C2C(=C(N(C2=CC1)CC=1C=C(O[C@H](C(=O)OC)C)C=CC1Cl)C)C